(2-(7-oxa-1-azaspiro[4.4]nonan-1-yl)quinolin-6-yl)methanol N1(CCCC12COCC2)C2=NC1=CC=C(C=C1C=C2)CO